4-(2-(3,3-Difluoropyrrolidin-1-yl)ethoxy)piperidine-1-carboxylic acid tert-butyl ester C(C)(C)(C)OC(=O)N1CCC(CC1)OCCN1CC(CC1)(F)F